tert-butyl (2S,3S)-3-{[(2S)-1-methoxy-3-methyl-1-oxobutan-2-yl](methyl)carbamoyl}-2-(hydroxymethyl)pyrrolidine-1-carboxylate COC([C@H](C(C)C)N(C(=O)[C@@H]1[C@H](N(CC1)C(=O)OC(C)(C)C)CO)C)=O